BrC1=CC=2C3=C(C=NC2C=C1F)N(C(C31CN(C1)C1=CC(=CC=C1)C(F)(F)F)=O)C 8'-Bromo-7'-fluoro-3'-methyl-1-(3-(trifluoromethyl)phenyl)spiro[azetidine-3,1'-pyrrolo[2,3-c]quinolin]-2'(3'H)-one